N-((S)-1-(3-chlorophenyl)-2-hydroxy-ethyl)-1-(2-(((R)-1-hydroxy-butan-2-yl)amino)pyridin-4-yl)-1H-imidazole-4-carboxamide ClC=1C=C(C=CC1)[C@@H](CO)NC(=O)C=1N=CN(C1)C1=CC(=NC=C1)N[C@@H](CO)CC